FC1=CC2=C(N(C(N=C2N2C(CN(CC2)C(=O)OC(C)(C)C)C)=O)C=2C(=NC=CC2C)C(C)C)N=C1C1=C(C=CC=C1O)F tert-butyl 4-(6-fluoro-7-(2-fluoro-6-hydroxyphenyl)-1-(2-isopropyl-4-methylpyridin-3-yl)-2-oxo-1,2-dihydropyrido[2,3-d]pyrimidin-4-yl)-3-methylpiperazine-1-carboxylate